(11β,17β)-17-Hydroxy-11-[4-(methylsulphonyl)phenyl]-17-(pentafluoroethyl)-estra-4,9-dien-3-one O[C@@]1([C@]2(C)[C@@H](CC1)[C@@H]1CCC3=CC(CCC3=C1[C@H](C2)C2=CC=C(C=C2)S(=O)(=O)C)=O)C(C(F)(F)F)(F)F